trichloro-(dichloromethyl)silane Cl[Si](C(Cl)Cl)(Cl)Cl